2,3,6-trimethylbenzoyldiphenylphosphine oxide CC1=C(C(=O)P(C2=CC=CC=C2)(C2=CC=CC=C2)=O)C(=CC=C1C)C